C(#N)C1=C(C2=CC=CC=C2C(=C1C#N)OC)OC 2,3-dicyano-1,4-dimethoxynaphthalene